5-Bromo-3-chloro-N-(5-chloro-3-(ethylsulfonyl)-2-hydroxyphenyl)-2-hydroxybenzenesulfonamide BrC=1C=C(C(=C(C1)S(=O)(=O)NC1=C(C(=CC(=C1)Cl)S(=O)(=O)CC)O)O)Cl